1-phenyl-piperazine C1(=CC=CC=C1)N1CCNCC1